7-bromo-3,4-dihydro-1-isoquinolone BrC1=CC=C2CCNC(C2=C1)=O